1-[2-(dimethylamino)ethyl]-5-(5-fluoro-2-{[(3R)-3-methyl-3,4-dihydroisoquinolin-2(1H)-yl]carbonyl}phenyl)-N-(4-hydroxyphenyl)-2-methyl-N-phenyl-1H-pyrrole-3-carboxamide CN(CCN1C(=C(C=C1C1=C(C=CC(=C1)F)C(=O)N1CC2=CC=CC=C2C[C@H]1C)C(=O)N(C1=CC=CC=C1)C1=CC=C(C=C1)O)C)C